C(C1=CC=CC=C1)N1C([C@](C2=CC(=CC=C12)OC)(C)CC(=O)O)=O (R)-2-(1-benzyl-5-methoxy-3-methyl-2-oxoindol-3-yl)acetic acid